BrC1=CN=C(N1C(C)C)C 5-bromo-1-isopropyl-2-methyl-imidazole